N[C@@H](C(=O)O)CC R-2-AMINOBUTYRIC ACID